CC1=C(C(=CC=C1)C)S[C@@H]([C@H](COC)O)C1=CC=CC=C1 (1R,2S)-1-((2,6-dimethylphenyl)thio)-3-methoxy-1-phenylpropan-2-ol